C(#N)C=1C=NN2C1C(=CC(=C2)C=2C=NN(C2C)C2CCC(CC2)NC(C)=O)SC2=C(C=CC=C2)C#N N-((1s,4s)-4-(4-(3-cyano-4-((2-cyanophenyl)thio)pyrazolo[1,5-a]pyridin-6-yl)-5-methyl-1H-pyrazol-1-yl)cyclohexyl)acetamide